C(=O)(O)[C@H]1[C@@H]2CCC=3[C@@H]4CC[C@H]([C@@H](CCCC(C)C)C)[C@]4(CCC3[C@]2(CC[C@@H]1O)C)C 4alpha-carboxyl-5alpha-cholest-8-en-3β-ol